(1,4)thiazepan-3-carboxylic acid S1CC(NCCC1)C(=O)O